1-tert-butyl-N-{[3-(4-{[(3S,4R)-4-fluoro-1-methylpiperidin-3-yl]amino}-1-(2,2,2-trifluoroethyl)-1H-indol-2-yl)-1,2,4-oxadiazol-5-yl]methyl}-1H-pyrazole-4-carboxamide C(C)(C)(C)N1N=CC(=C1)C(=O)NCC1=NC(=NO1)C=1N(C2=CC=CC(=C2C1)N[C@H]1CN(CC[C@H]1F)C)CC(F)(F)F